C(=O)O.N[C@@H]1CC[C@H](CC1)NC=1C=2N(N=CC1C(=NC1=C(C=CC(=C1)F)Cl)N)C=C(C2)C2=C(C=C(C(=C2)O)O)CC 4-[trans-(4-aminocyclohexyl)amino]-N'-(2-chloro-5-fluoro-phenyl)-6-(2-ethyl-4,5-dihydroxy-phenyl)pyrrolo[1,2-b]pyridazine-3-carboxamidine formic acid salt